C(C)C(C=C)CCC 3-Ethyl-1-hexene